Cl.C1(=CC=CC=C1)C1=C(C=C(C=2NC(C3=CC=CC=C3C12)=O)C)O phenyl-2-hydroxy-4-methyl-6(5H)-phenanthridinone hydrochloride